OCCNCCOC1=CC=C(C=C1)C1=C(C(=CC=C1)C1=C2CC[C@@H](C2=CC=C1)OC1=CC=C(C(=N1)OC)CNCC(=O)OC(C)(C)C)C tert-butyl (S)-((6-((4-(4'-(2-((2-hydroxyethyl)amino)ethoxy)-2-methyl-[1,1'-biphenyl]-3-yl)-2,3-dihydro-1H-inden-1-yl)oxy)-2-methoxypyridin-3-yl)methyl)glycinate